ClP(=O)(OCCOP(=O)(Cl)Cl)Cl 1,2-bis((dichlorophosphinyl)oxy)ethane